tri(2,2,2-Trifluoroethyl)phosphit FC(COP(OCC(F)(F)F)OCC(F)(F)F)(F)F